C(CC)P(CCS(=O)(=O)O)CCC 2-(dipropylphosphino)ethane-1-sulfonic acid